4-hydroxy-2,6-dimethoxybenzonitrile OC1=CC(=C(C#N)C(=C1)OC)OC